[Ir].ClC1=C(C=CC(=C1)F)CC(=O)NC1=CC(=NC=C1)N(C(C)=O)C1=C(C=CC=C1)C(F)F N-{4-[2-(2-chloro-4-fluorophenyl)acetylamino]pyridin-2-yl}-N-[2-(difluoromethyl)phenyl]acetamide iridium